FC=1C(=CC(=C(C1)N1CCN(CC1)C)[N+](=O)[O-])[N+](=O)[O-] 1-(5-fluoro-2,4-dinitrophenyl)-4-methylpiperazine